O1CCCCC12CCNCC2 1-oxa-9-azaspiro[5.5]undecan